6-(methylsulfanyl-methyl)-2-azaspiro[3.3]Heptane-2-carboxylic acid tert-butyl ester C(C)(C)(C)OC(=O)N1CC2(C1)CC(C2)CSC